BrC1=C(C=C(C=C1)CCBr)F 1-bromo-4-(2-bromoethyl)-2-fluorobenzene